NC=1C(=C(C=C2C=C(N=CC12)NC(CCNC(CCCCCCNC1=C2C(N(C(C2=CC=C1)=O)C1C(NC(CC1)=O)=O)=O)=O)=O)C=1C=NC=C(C1C)N)F N-(3-((8-amino-6-(5-amino-4-methylpyridin-3-yl)-7-fluoroisoquinolin-3-yl)amino)-3-oxopropyl)-7-((2-(2,6-dioxopiperidin-3-yl)-1,3-dioxoisoindolin-4-yl)amino)heptanamide